dimethyl-ortho-toluidine CN(C=1C(=CC=CC1)C)C